(S)-9-chloro-11-(chloromethyl)-4-ethyl-8-fluoro-4-hydroxy-1,12-dihydro-14H-pyrano[3',4':6,7]indolizino[1,2-b]quinoline-3,14(4H)-dione ClC1=CC=2C(=C3C(=NC2C=C1F)C1=CC2=C(C(N1C3)=O)COC([C@]2(O)CC)=O)CCl